1-(pyridine-4-yl)-1-(1-((2-(trimethylsilyl)ethoxy)methyl)-1H-imidazol-4-yl)ethan-1-ol N1=CC=C(C=C1)C(C)(O)C=1N=CN(C1)COCC[Si](C)(C)C